C1[C@@H]([C@H]([C@@H]([C@H]([C@@H]1[NH3+])O[C@@H]2[C@@H]([C@H]([C@@H]([C@H](O2)CO)O)[NH3+])O)O)O[C@@H]3[C@@H](C[C@@H]([C@H](O3)C[NH3+])O)[NH3+])[NH3+] The molecule is an organic cation obtained by protonation of the five amino groups of tobramycin. It is an ammonium ion derivative and an organic cation. It is a conjugate acid of a tobramycin.